1-(7-chloro-5-(morpholin-3-yl)-3,4-dihydroisoquinolin-2(1H)-yl)ethane ClC1=CC(=C2CCN(CC2=C1)CC)C1NCCOC1